OC1=CC=C2C3=C(C(NC2=C1)=O)C1=C(O3)C=CC(=C1)O 3,8-dihydroxybenzofuro[3,2-c]quinolin-6(5H)-one